CC1=C(C=CC=C1)C12C(OCCN1)CCCC2 4a-(2-methylphenyl)octahydro-2H-benzo[b][1,4]oxazine